5-Amino-7-(cyclohexylamino)-1-ethyl-6-fluoro-4-oxo-1,4-dihydroquinoline NC1=C2C(C=CN(C2=CC(=C1F)NC1CCCCC1)CC)=O